CC(C#C)(C)O[Si](C)(C)C 1,1-dimethylpropynyloxytrimethylsilane